3-[5-chloro-2-(8-chloro-4-oxo-chroman-2-yl)-4-methyl-phenoxy]propionic acid ClC=1C(=CC(=C(OCCC(=O)O)C1)C1OC2=C(C=CC=C2C(C1)=O)Cl)C